1H-pyrrole-3-sulfonamide N1C=C(C=C1)S(=O)(=O)N